[C@@H]1(C=C[C@@H](CO)O1)N1C(=O)NC(=O)C(C)=C1 3'-deoxy-2',3'-didehydrothymidine